2,2-difluorocyclobutyl-4-(2-(1-methyl-1H-pyrazol-4-yl)-1H-pyrrolo[2,3-b]pyridin-4-yl)piperazine-1-carboxylic acid FC1(C(CC1)C1N(CCN(C1)C1=C2C(=NC=C1)NC(=C2)C=2C=NN(C2)C)C(=O)O)F